C(C1=CC=CC=C1)OC(=O)N1CCC(CC1)OCC1CCNCC1.CC(C[C@@H](C(=O)NC=1SC=C(N1)C1=CC=C(C=C1)C)NS(=O)(=O)C1=CC=C(C=C1)C)C (S)-4-methyl-2-(4-methylphenyl-sulphonamido)-N-(4-p-tolylthiazol-2-yl)pentanamide Benzyl-4-(4-piperidylmethoxy)piperidine-1-carboxylate